C(=C=C)C1(CCCC1)O 1-(propa-1,2-dien-1-yl)cyclopentan-1-ol